(3aR,5S,6aR)-2,2-dimethyl-5-((R)-oxiran-2-yl)tetrahydrofurane tert-butyl-5-amino-2-((benzyloxycarbonyl)oxy)benzoate C(C)(C)(C)OC(C1=C(C=CC(=C1)N)OC(=O)OCC1=CC=CC=C1)=O.CC1(O[C@@H](CC1)[C@@H]1OC1)C